trimethyl({2-[4-(oxolan-3-yl)phenyl]ethynyl})silane C[Si](C#CC1=CC=C(C=C1)C1COCC1)(C)C